C(C)(C)(C)OC(N(C)C1=CC(=NC=C1Br)OC)=O N-(5-bromo-2-methoxy-4-pyridyl)-N-methyl-carbamic acid tert-butyl ester